2-(benzyloxy)-3,6-difluoro-5-nitropyridine C(C1=CC=CC=C1)OC1=NC(=C(C=C1F)[N+](=O)[O-])F